((7R)-7-amino-2-azabicyclo[2.2.1]hept-2-yl)(2-(1-(cyclopropylmethyl)-6-(4-(difluoromethoxy)phenyl)-1H-pyrrolo[2,3-b]pyridin-2-yl)-4-methoxy-3-methylpyrazolo[1,5-a]pyridin-6-yl)methanone N[C@H]1C2N(CC1CC2)C(=O)C=2C=C(C=1N(C2)N=C(C1C)C1=CC=2C(=NC(=CC2)C2=CC=C(C=C2)OC(F)F)N1CC1CC1)OC